FC(OC1=CC=CC=2C(N([C@H]3C=4N([C@@H](C21)C3)C3=C(N4)C=CC(=C3)C#C[C@H](C)O)C([2H])([2H])[2H])=O)F (7R,14R)-1-(difluoromethoxy)-11-((S)-3-hydroxybut-1-yn-1-yl)-6-(methyl-d3)-6,7-dihydro-7,14-methanobenzo[f]benzo[4,5]imidazo[1,2-a][1,4]diazocin-5(14H)-one